cis-5-((1-(tert-butyl)-3-(3-(pyridazin-3-yloxy)cyclopentyl)-1H-pyrazol-5-yl)amino)-4-fluoro-2-(4-methoxybenzyl)-2,3-dihydrobenzo[d]isothiazole 1,1-dioxide C(C)(C)(C)N1N=C(C=C1NC=1C=CC2=C(CN(S2(=O)=O)CC2=CC=C(C=C2)OC)C1F)[C@@H]1C[C@@H](CC1)OC=1N=NC=CC1